COC1=NNC2=NC(=CN=C21)N2CCC1(CC(N(C1)C1=NC=CC(=N1)C(F)(F)F)=O)CC2 8-(3-methoxy-1H-pyrazolo[3,4-b]pyrazin-6-yl)-2-(4-(trifluoromethyl)pyrimidin-2-yl)-2,8-diazaspiro[4.5]decan-3-one